2-amino-5-β-D-ribofuranosylpyrimidin-4(1H)-one NC=1NC=C(C(N1)=O)[C@H]1[C@H](O)[C@H](O)[C@H](O1)CO